COC(C(=C)COC1=CC(=C(C=C1)C(C1CCCC=C1)=O)O)=O methyl-2-((4-(2,4-dihydrobenzoyl)3-hydroxy-phenoxy)methyl)-prop-2-enoate